C(CC)C1CCC(CC1)C1CCC(CC1)C1=CC(=C(C(=C1)F)F)F trans-4'-propyl-4-(3,4,5-trifluorophenyl)bicyclohexyl